C(C)(C)(C)OC(=O)N1[C@H](C[C@H](C1)F)C=1C(=NC(=CC1)N1C=NC2=C1C=CC(=C2)NC=2N=NC(=CC2)C)N2N=C(C=C2C)C#N (2R,4R)-2-[2-(3-cyano-5-methyl-pyrazol-1-yl)-6-[5-[(6-methylpyridazin-3-yl)amino]benzimidazol-1-yl]-3-pyridyl]-4-fluoro-pyrrolidine-1-carboxylic acid tert-butyl ester